3-bromo-4-[3,3-difluoro-4-(hydroxymethyl)pyrrolidin-1-yl]-N,N-dimethylbenzenesulfonamide BrC=1C=C(C=CC1N1CC(C(C1)CO)(F)F)S(=O)(=O)N(C)C